2-(((5-(3-CHLORO-4-METHOXYPHENYL)OXAZOL-2-YL)METHYL)THIO)-6-METHYLPYRIMIDIN-4(3H)-ONE ClC=1C=C(C=CC1OC)C1=CN=C(O1)CSC1=NC(=CC(N1)=O)C